dodecanoic acid n-tetradecyl ester C(CCCCCCCCCCCCC)OC(CCCCCCCCCCC)=O